C(CCCCCC)OC(CCC(=O)OCCCCCCCC(CCCCCCCOC(CCC(OCCCCCCC)OCCCCCCC)=O)N(CC1CCN(CC1)C)C(=O)Cl)OCCCCCCC [8-[chlorocarbonyl-[(1-methyl-4-piperidyl)methyl]amino]-15-(4,4-diheptoxybutanoyloxy)pentadecyl] 4,4-diheptoxybutanoate